3-cyano-5-benzyl-1-(4-vinylbenzyl)-1H-1,2,4-triazole C(#N)C1=NN(C(=N1)CC1=CC=CC=C1)CC1=CC=C(C=C1)C=C